C1NCC12CC(C2)C(C)OC=2C(C=C(OC2)CN2CC1=CC=CC=C1CC2)=O 5-(1-(2-Azaspiro[3.3]heptan-6-yl)ethoxy)-2-((3,4-dihydroisoquinolin-2(1H)-yl)methyl)-4H-pyran-4-one